4-(cyclohexylamino)-N-methyl-3-(1-methyl-1H-pyrazol-3-yl)benzenesulfonamide C1(CCCCC1)NC1=C(C=C(C=C1)S(=O)(=O)NC)C1=NN(C=C1)C